(4-Methylphenylethoxy)benzo[d]isoxazol-3-amine CC1=CC=C(C=C1)CCOC1=CC=CC2=C1C(=NO2)N